(3S)-3-([[2-(2,6-dioxopiperidin-3-yl)-1,3-dioxoisoindol-4-yl]oxy]methyl)piperidine-1-carboxylic acid tert-butyl ester C(C)(C)(C)OC(=O)N1C[C@H](CCC1)COC1=C2C(N(C(C2=CC=C1)=O)C1C(NC(CC1)=O)=O)=O